2-Methyl-2-[4-[3-(4-methylsulfanylphenyl)-3-oxoprop-1-enyl]-2-(trifluoromethyl)phenoxy]propanoic acid CC(C(=O)O)(C)OC1=C(C=C(C=C1)C=CC(=O)C1=CC=C(C=C1)SC)C(F)(F)F